BrC=1N=C(SC1)OCC1=C(C=C(C#N)C=C1)F 4-(((4-Bromothiazol-2-yl)oxy)methyl)-3-fluorobenzonitrile